(1-((2-((tert-butyldimethylsilyl)oxy)-2-methylpropyl)sulfonyl)cyclopropyl)methanol [Si](C)(C)(C(C)(C)C)OC(CS(=O)(=O)C1(CC1)CO)(C)C